6-methoxy-N2-(2-methoxyethyl)-N4-(5-(methoxymethyl)-1H-pyrazol-3-yl)-7-(3-(pyrrolidin-1-yl)propoxy)quinazolin-2,4-diamine COC=1C=C2C(=NC(=NC2=CC1OCCCN1CCCC1)NCCOC)NC1=NNC(=C1)COC